O1C(C1)CCO 2-(oxiran-2-yl)ethanol